ClC1=CC(=C(OC(C(=O)[O-])C)C=C1)C 2-(4-chloro-2-methylphenoxy)-propionate